[N+](=O)([O-])C1=CC=NC=C1C=O 4-NITRONICOTINALDEHYDE